C(=C)C=1N=C(NC1)C(=O)[O-] 4-vinyl-1H-imidazole-2-carboxylate